(S)-N-(5-methyl-4-oxo-7-(8-oxa-2-azaspiro[4.5]decan-2-yl)-2,3,4,5-tetrahydropyrido[3,2-b][1,4]oxazepin-3-yl)-4-phenoxypicolinamide CN1C2=C(OC[C@@H](C1=O)NC(C1=NC=CC(=C1)OC1=CC=CC=C1)=O)C=CC(=N2)N2CC1(CC2)CCOCC1